CN(CCNC(C(CCSCCC(=O)OCCCCCCCCCCCC)NC(C(CCCCCCCC)CCCCCC)=O)=O)C dodecyl 3-((4-((2-(dimethylamino)ethyl)amino)-3-(2-hexyldecanamido)-4-oxobutyl)thio)propanoate